allyl (3S,5S)-3-[[4-[6-cyano-1-(2-trimethylsilylethoxymethyl) indol-3-yl]-5-(trifluoromethyl) pyrimidin-2-yl] amino]-5-fluoro-piperidine-1-carboxylate C(#N)C1=CC=C2C(=CN(C2=C1)COCC[Si](C)(C)C)C1=NC(=NC=C1C(F)(F)F)N[C@@H]1CN(C[C@H](C1)F)C(=O)OCC=C